3-(chloro-methyl)-5-(4-((5-chloropyridin-2-yl)oxy)phenyl)-1,2,4-oxadiazole ClCC1=NOC(=N1)C1=CC=C(C=C1)OC1=NC=C(C=C1)Cl